2-(bis((4-methoxy-3,5-dimethylpyridin-2-yl)methyl)amino)-1-phenethyl-1H-benzo[d]imidazole-5-carboxylic acid COC1=C(C(=NC=C1C)CN(C1=NC2=C(N1CCC1=CC=CC=C1)C=CC(=C2)C(=O)O)CC2=NC=C(C(=C2C)OC)C)C